O1C=CC2=C1C=C(C=C2)CC(C)N(C(OCC2C1=CC=CC=C1C=1C=CC=CC21)=O)C (9H-fluoren-9-yl)methyl (1-(benzofuran-6-yl)propan-2-yl)(methyl)carbamate